C(C)N1C(=NN=C1)C[C@@H](C)C1=CC(=CC=C1)[N+](=O)[O-] (R)-4-ethyl-3-(2-(3-nitrophenyl)propyl)-4H-1,2,4-triazole